COC1=C(C2=CC=C(C=C2C=C1)C1=NC=CC=C1)NCC(C#N)=C 2-({[2-methoxy-6-(pyridin-2-yl)naphthalen-1-yl]amino}methyl)prop-2-enenitrile